C(C)(C)(C)OC(=O)N1[C@@H](C[C@H](C1)O)C=1NC(=CN1)CC1=CC(=CC=C1)Br (2S,4R)-2-[5-[(3-bromophenyl)methyl]-1H-imidazol-2-yl]-4-hydroxypyrrolidine-1-carboxylic acid tert-butyl ester